BrC1=NN(C(=C1)C=1OC(C2=C(N1)C(=CC(=C2)C#N)C)=O)C2=NC=CC=C2Cl 2-(3-bromo-1-(3-chloropyridin-2-yl)-1H-pyrazol-5-yl)-8-methyl-4-oxo-4H-benzo[d][1,3]oxazine-6-carbonitrile